diethyl-2-(methylthio)benzamide C(C)C1=C(C(=C(C(=O)N)C=C1)SC)CC